N-(5-chloro-6-(2H-1,2,3-triazol-2-yl)pyridin-3-yl)-1-(8-methylimidazo[1,2-a]pyridin-5-yl)-5-(trifluoromethyl)-1H-pyrazole-4-carboxamide ClC=1C=C(C=NC1N1N=CC=N1)NC(=O)C=1C=NN(C1C(F)(F)F)C1=CC=C(C=2N1C=CN2)C